2-Bromo-1-(4-((4-fluorobenzyl)oxy)phenyl)ethan-1-one BrCC(=O)C1=CC=C(C=C1)OCC1=CC=C(C=C1)F